IC1=C(C(=O)O)C(=CC(=C1)OC)OC 2-iodo-4,6-dimethoxy-benzoic acid